NC1=NC=NN2C1=C(C=C2C2CCN(CC2)C(C(C)C)=O)C2=CC=C(C=C2)NC(=O)C=2C(N(C(=C(C2)C=2OC=CN2)C)C2=NC=CC=C2)=O N-(4-(4-amino-7-(1-isobutyrylpiperidin-4-yl)pyrrolo[2,1-f][1,2,4]triazin-5-yl)phenyl)-6-methyl-5-(oxazol-2-yl)-2-oxo-2H-[1,2'-bipyridine]-3-carboxamide